(R)-5-(8-fluoroimidazo[1,2-a]pyridin-6-yl)-N-(1,1,1-trifluoropropan-2-yl)-7H-pyrrolo[2,3-d]pyrimidin-2-amine FC=1C=2N(C=C(C1)C1=CNC=3N=C(N=CC31)N[C@@H](C(F)(F)F)C)C=CN2